cetyl-dihydroxyethyl-hydroxysulfonic acid C(CCCCCCCCCCCCCCC)C(COS(=O)(=O)O)(O)O